3-((4-amino-5-((2-bromo-5-isopropylpyridin-4-yl)oxy)pyrimidin-2-yl)amino)propane-1,2-diol NC1=NC(=NC=C1OC1=CC(=NC=C1C(C)C)Br)NCC(CO)O